3-acetyl-1-(2-((2-((3-chloro-2-fluorophenylmethyl)amino)-2-oxoethyl)(cyclopropyl)amino)-2-oxoethyl)-N-cyclopropyl-1H-indole-5-carboxamide C(C)(=O)C1=CN(C2=CC=C(C=C12)C(=O)NC1CC1)CC(=O)N(C1CC1)CC(=O)NCC1=C(C(=CC=C1)Cl)F